COC(CNC(CCCCCCCCC(=O)NCC(=O)[O-])=O)=O methyl-2,2'-sebacamidodiacetate